N-methyl-6-[2-methyl-4-[1-(oxan-2-yl)pyrazol-4-yl]-1-benzothiophen-7-yl]-N-(2,2,6,6-tetramethylpiperidin-4-yl)pyridazin-3-amine CN(C=1N=NC(=CC1)C1=CC=C(C=2C=C(SC21)C)C=2C=NN(C2)C2OCCCC2)C2CC(NC(C2)(C)C)(C)C